ClC1=C(C(=C(C=C1C)Cl)C)S(=O)(=O)[O-].[Li+] lithium 2,5-dichloro-3,6-dimethyl-benzenesulfonate